CN1CCN(CC1)CC=1C=CC=NC1 5-((4-methylpiperazin-1-yl)methyl)pyridin